tert-butyl (S)-3-(((7-bromo-6-chloro-4-hydroxy-2-oxo-1-(tetrahydro-2H-pyran-4-yl)-1,2-dihydroquinazolin-5-yl)oxy)methyl)piperazin-1-carboxylate BrC1=C(C(=C2C(=NC(N(C2=C1)C1CCOCC1)=O)O)OC[C@@H]1CN(CCN1)C(=O)OC(C)(C)C)Cl